OC1=CC(=CC(=C1C1CCCC(=C1)C)OP(=O)(NC)CCC(=O)OCC)CCCCC ethyl 3-(((6-hydroxy-5'-methyl-4-pentyl-1',2',3',4'-tetrahydro-[1,1'-biphenyl]-2-yl)oxy)(methylamino)phosphoryl)propanoate